ClC1=CN=C(C=C1C(=O)OC)C=C methyl 5-chloro-2-vinylisonicotinate